Vinyl 2-ethyl-2-methylhexanoate C(C)C(C(=O)OC=C)(CCCC)C